3-bromo-2,2-bis(fluoromethyl)-7-hydroxychroman-4-one BrC1C(OC2=CC(=CC=C2C1=O)O)(CF)CF